[15NH2]C1=CC=CC=C1 aniline-15N